NC=1C=C(C=CC1)N1CCN(CC1)C(CCN1C=NC2=C(NC=3C=CC(=CC23)C)C1=O)=O 3-(3-(4-(3-aminophenyl)piperazin-1-yl)-3-oxopropyl)-8-methyl-3,5-dihydro-4H-pyrimido[5,4-b]indol-4-one